OC1CN(C1)C(CN1N=CC2=NC=C(C=C21)C2=CC(=CC=C2)C(F)(F)F)=O 1-(3-Hydroxyazetidin-1-yl)-2-[6-[3-(trifluoromethyl)phenyl]pyrazolo[4,3-b]pyridin-1-yl]ethanone